C1(CCCCC1)[N+](=CC1CC=C(CC1)CCCC(C)(C)O)[O-] N-cyclohexyl-1-(4-(4-hydroxy-4-methylpentyl)cyclohex-3-en-1-yl)methanimine oxide